C(C)(=O)OCCC(C)OCC 3-ETHOXYBUTYL ACETATE